(E)-N-(3-(2-cyclohexylvinyl)-4-methoxyphenyl)cyclopropanesulfonamide sodium 3-p-methylphenyl-2-butenoate CC1=CC=C(C=C1)C(=CC(=O)[O-])C.[Na+].C1(CCCCC1)/C=C/C=1C=C(C=CC1OC)NS(=O)(=O)C1CC1